C1(CCC1)NCC1=C(N(C2=CC=CC=C12)CC=1C=NC=C(C1)C)C(=O)O 3-[(Cyclobutylamino)methyl]-1-[(5-methyl-3-pyridinyl)methyl]-1H-indole-2-carboxylic acid